C(C)(C)(C)OC(=O)N1CC(C(CC1)NC(=O)C1=C(OC2=C1C=C(C=C2)OCC2=C(C=CC=C2F)F)C)(F)F 4-(5-((2,6-difluorobenzyl)oxy)-2-methylbenzofuran-3-carboxamido)-3,3-difluoropiperidine-1-carboxylic acid tert-butyl ester